bis(1,5-cyclooctadiene) rhodium hexafluorophosphate F[P-](F)(F)(F)(F)F.[Rh+3].C1=CCCC=CCC1.C1=CCCC=CCC1.F[P-](F)(F)(F)(F)F.F[P-](F)(F)(F)(F)F